COC=1C=C2C(=C3N(C(C2=CC1)=O)C(C1=CC=CC=C13)CC(C)=O)C1=CC=CC=C1 2-methoxy-7-(2-oxopropyl)-12-phenylisoindolo[2,1-b]isoquinolin-5(7H)-one